3-(3-{2-ethyl-4-[(7-methoxy-4-quinazolinyl)oxy]phenyl}-2,4-dioxo-1-imidazolidinyl)benzonitrile C(C)C1=C(C=CC(=C1)OC1=NC=NC2=CC(=CC=C12)OC)N1C(N(CC1=O)C=1C=C(C#N)C=CC1)=O